C(=O)(O)C=1C(=C(C(=O)NC=2C=C(C(C(=O)O)=CC2)C(=O)O)C=C(C1)O)O 4-(3-carboxy-2,5-dihydroxybenzamido)phthalic acid